2-(4-(2,6-dimethylmorpholinyl)butyl)-4-phenylpyridazin-3(2H)-one CC1CN(CC(O1)C)CCCCN1N=CC=C(C1=O)C1=CC=CC=C1